methyl (R)-2-(6-((1-(3-(difluoromethyl)-2-fluorophenyl)ethyl-1-d)amino)-5-(1,3-dioxolan-2-yl)-2-methylpyrimidin-4-yl)acetate FC(C=1C(=C(C=CC1)[C@](C)([2H])NC1=C(C(=NC(=N1)C)CC(=O)OC)C1OCCO1)F)F